[1-[4-[Methyl(tetrahydropyran-4-yl)amino]-5-oxido-6,7-dihydrothieno[3,2-d]pyrimidin-5-ium-2-yl]azetidin-3-yl]-3-hydroxycyclobutancarboxylat CN(C=1C2=C(N=C(N1)N1CC(C1)OC(=O)C1CC(C1)O)CC[S+]2[O-])C2CCOCC2